C12CC(CC(CC1)N2)C=2C1=C(N=C(N2)OCC23CCCN3CCC2)C(=C(N=C1)C1=CC(=CC2=CC=CC(=C12)CC)O)F 4-(4-(8-azabicyclo[3.2.1]octan-3-yl)-8-fluoro-2-((hexahydro-1H-pyrrolizin-7a-yl)methoxy)pyrido[4,3-d]pyrimidin-7-yl)-5-ethylnaphthalen-2-ol